CC1=C(C(=NN1C=1C(=NC=CC1)OC(F)(F)F)OCCCO)[N+](=O)[O-] 3-((5-methyl-4-nitro-1-(2-(trifluorometh-oxy)pyridin-3-yl)-1H-pyrazol-3-yl)oxy)propan-1-ol